O1CCN(CC1)C=1N=C(C2=C(N1)C=CS2)N2CCN(CC2)CC=2C=C1CN(C(C1=CC2)=O)N2C(NC(CC2)=O)=O 1-(5-((4-(2-morpholinothieno[3,2-d]pyrimidin-4-yl)piperazin-1-yl)methyl)-1-oxoisoindolin-2-yl)dihydropyrimidine-2,4(1H,3H)-dione